C(#N)C1=CC(=C(COC2=CC=CC(=N2)C2CCN(CC2)[C@@H]2C=3N([C@H](COC2)C)C2=C(N3)C=CC(=C2)C(=O)OC)C=C1)F methyl (1s,5r)-5-(4-(6-((4-cyano-2-fluorobenzyl) oxy) pyridin-2-yl) piperidin-1-yl)-1-methyl-1,2,4,5-tetrahydrobenzo[4,5]imidazo[1,2-d][1,4]oxazepine-9-carboxylate